((5-(3-(4,4-difluoropiperidin-1-yl)-1H-indazol-6-yl)-7-(4-fluorophenyl)benzofuran-2-yl)methyl)acrylamide FC1(CCN(CC1)C1=NNC2=CC(=CC=C12)C=1C=C(C2=C(C=C(O2)CC(C(=O)N)=C)C1)C1=CC=C(C=C1)F)F